((4-chloro-2-methyl-3-(pyrrolidin-1-ylmethyl)phenyl)amino)-4,5,6,7-tetrahydrobenzo[d]thiazol-4-ol ClC1=C(C(=C(C=C1)NC=1SC2=C(N1)C(CCC2)O)C)CN2CCCC2